5-bromo-1H-pyrido[3,4-b][1,4]oxazin-2-one BrC1=NC=CC2=C1OCC(N2)=O